rac-2-(1-(4-(2,6-dioxopiperidin-3-yl)-3-fluorophenyl)piperidin-4-yl)acetaldehyde O=C1NC(CC[C@@H]1C1=C(C=C(C=C1)N1CCC(CC1)CC=O)F)=O |r|